C=12N3C=C(N=C3SC2=CC=CC1)C(=O)NC=1C=[N+](C=CC1)[O-] 3-{7-thia-2,5-diazatricyclo[6.4.0.02,6]dodeca-1(12),3,5,8,10-pentaene-4-amido}pyridin-1-ium-1-olate